4-(7-aminoheptyl)phenol NCCCCCCCC1=CC=C(C=C1)O